2-(3-chloro-5-(1-(quinolin-5-yl)-5-(trifluoromethyl)-1H-pyrazole-4-carboxamido)pyridin-2-yl)-2H-1,2,3-triazole-4-carboxamide ClC=1C(=NC=C(C1)NC(=O)C=1C=NN(C1C(F)(F)F)C1=C2C=CC=NC2=CC=C1)N1N=CC(=N1)C(=O)N